[Sn]=O.[Zn].[In] indium-zinc tin oxide